COCC=1N(C(=CN1)N)COCC[Si](C)(C)C 2-(methoxymethyl)-1-((2-(trimethylsilyl)ethoxy)methyl)-1H-imidazol-5-amine